heptadecan-9-yl 8-((2-((4-(dimethylamino)butanoyl)oxy)ethyl)(8-(nonyloxy)-8-oxooctyl)amino)-2-methyloctanoate CN(CCCC(=O)OCCN(CCCCCCC(C(=O)OC(CCCCCCCC)CCCCCCCC)C)CCCCCCCC(=O)OCCCCCCCCC)C